C(CC(=C)C)C(C=1C(NC(N([C@H]2[C@H](O)[C@H](O)[C@@H](CO)O2)C1)=S)=O)N 5-(isopentenyl-aminomethyl)-2-thiouridine